O1COC2=C1C=CC(=C2)CC2=C(C=C(C=C2)O)O 4-(Benzo[d][1,3]-dioxol-5-ylmethyl)-benzene-1,3-diol